C(C(C)C)C1OCC(O1)C 2-isobutyl-4-methyl-1,3-dioxolane